C1(CCCCC1)N1N=CC=2C1=NC(=NC2NC(=O)C=2SC(=CC2)[N+](=O)[O-])C2=CC=C(C=C2)S(=O)(=O)C N-(1-cyclohexyl-6-(4-(methylsulfonyl)phenyl)-1H-pyrazolo[3,4-d]pyrimidin-4-yl)-5-nitrothiophene-2-carboxamide